(S)-3-(isoquinolin-4-yl)-1-(6-methoxypyridin-3-yl)-2-oxoimidazolidine-4-carbonitrile C1=NC=C(C2=CC=CC=C12)N1C(N(C[C@H]1C#N)C=1C=NC(=CC1)OC)=O